P(=O)(OCCOC)(I)Cl (2-methoxyethyl) chloroiodophosphate